C(#N)C1=CC=C(N(C)C)C=C1 4-cyano-N,N-dimethylaniline